COC1=C(C=C2C(=NC(=NC2=C1)C)N[C@H](C)C1=CC(=CC=C1)C=1C=NNC1)OCC1COC1 7-methoxy-2-methyl-6-(oxetan-3-ylmethoxy)-N-{(1R)-1-[3-(1H-pyrazol-4-yl)phenyl]ethyl}quinazolin-4-amine